C(C)(=O)N1CCC(CC1)NCC1=C(C(=NC=C1)NC=1C(=C(C=CC1)C1=C(C(=NC=C1)C1=CC(=C(CNCC2CCC(N2)=O)C(=C1)OC)F)Cl)Cl)F 5-(((4-(4-(3-((4-(((1-acetylpiperidin-4-yl)amino)methyl)-3-fluoropyridin-2-yl)amino)-2-chlorophenyl)-3-chloropyridin-2-yl)-2-fluoro-6-methoxybenzyl)amino)methyl)pyrrolidin-2-one